(E)-hex-2-ene C\C=C\CCC